(R)-(3-chloro-4-fluorophenyl)(3-(3-cyclobutyl-1,2,4-thiadiazol-5-yl)-8-methyl-5,6-dihydro-[1,2,4]triazolo[4,3-a]pyrazin-7(8H)-yl)methanone ClC=1C=C(C=CC1F)C(=O)N1[C@@H](C=2N(CC1)C(=NN2)C2=NC(=NS2)C2CCC2)C